C1=C(C=CC2=CC(=CC=C12)C(=O)[O-])C(=O)[O-] 2,6-naphthalene-dicarboxylate